N[C@H]1[C@@H](C[C@H](CC1)C(=O)OC)O (1S,3R,4R)-methyl 4-amino-3-hydroxycyclohexanecarboxylate